C1CCC2C3C(CC(C12)C3)=C(C=O)CC octahydro-4,7-methano-5H-indene-5-ylidene-butanal